ClC1=C(C=C(C=C1)[C@@]1(C[C@@H](N[C@@H](C1)C=1N=NN(C1)C)C)O)C(F)(F)F (2S,4S,6S)-4-[4-chloro-3-(trifluoromethyl)phenyl]-2-methyl-6-(1-methyltriazol-4-yl)piperidin-4-ol